1-cyclohexyl-3-(7-(6-fluoropyridin-3-yl)quinoxalin-2-yl)urea C1(CCCCC1)NC(=O)NC1=NC2=CC(=CC=C2N=C1)C=1C=NC(=CC1)F